C(C)OC(=O)C=1NC2=CC=C(C=C2C1)OC1=C(C=C(C=C1)Br)F 5-(4-bromo-2-fluorophenoxy)-1H-indole-2-carboxylic acid ethyl ester